3-[2-[2-[2-[2-(tertbutoxycarbonylamino)ethoxy]ethoxy]ethoxy]ethoxy]propanoic acid C(C)(C)(C)OC(=O)NCCOCCOCCOCCOCCC(=O)O